O=C1NC(C(=C(N1)O)[C@@H]1O[C@@H]([C@H]([C@@H]([C@H]1O)O)O)CO)=O.[Na] sodium 2,6-dioxo-5-[(2S,3R,4R,5S,6R)-3,4,5-trihydroxy-6-(hydroxymethyl)tetrahydro-2H-pyran-2-yl]-1,2,3,6-tetrahydropyrimidin-4-ol